C(C)(C)C1=C(NC2=CC=C(C=C12)C1CCN(CC1)C1COC1)C=1C=C(C(N(C1C)C)=O)OC 5-(3-isopropyl-5-(1-(oxetan-3-yl)piperidin-4-yl)-1H-indol-2-yl)-3-methoxy-1,6-dimethylpyridin-2(1H)-one